(S)-2-fluoro-4-(1-phenylethoxy)benzaldehyde FC1=C(C=O)C=CC(=C1)O[C@@H](C)C1=CC=CC=C1